COC1=CC=C2C(=C(CC2=C1)C=O)C1=CNC2=CC=CC(=C12)C 6-methoxy-3-(4-methyl-1H-indol-3-yl)-1H-indene-2-carbaldehyde